BrC1=C(C=C2C(NC(NC2=C1F)=O)=O)Cl 7-Bromo-6-chloro-8-fluoroquinazoline-2,4(1H,3H)-dione